C(C=C)C1CCC2=CC=3CCCC3C(=C12)[N+](=O)[O-] 1-allyl-8-nitro-1,2,3,5,6,7-hexahydro-s-indacen